C(C)(C)(C)C=1C=C(C=C(C1O)C(C)(C)C)CCC(=O)OCCSCCOC(CCC1=CC(=C(C(=C1)C(C)(C)C)O)C(C)(C)C)=O Thiodiethyleneglycol bis[3-[3,5-di-t-butyl-4-hydroxyphenyl] propionate]